methyl 2-{1-[2-(1,3-dioxolan-2-yl)-3-[(4-methoxyphenyl)methoxy]phenyl]pyrazol-4-yl}pyridine-4-carboxylate O1C(OCC1)C1=C(C=CC=C1OCC1=CC=C(C=C1)OC)N1N=CC(=C1)C1=NC=CC(=C1)C(=O)OC